4-(4-(4-chloro-2-(1-(6,7-dihydro-5H-pyrrolo[1,2-c]imidazol-1-yl)-2-ethoxy-2-oxoethyl)-7-fluoro-2H-indazol-6-yl)phenyl)piperazine-1-carboxylic acid tert-butyl ester C(C)(C)(C)OC(=O)N1CCN(CC1)C1=CC=C(C=C1)C=1C=C(C2=CN(N=C2C1F)C(C(=O)OCC)C1=C2N(C=N1)CCC2)Cl